CC1=C(C=CC=C1C)NC1=C(C=NC2=CC=C(C=C12)OCC)C(=O)OCC ethyl 4-[(2,3-dimethylphenyl)amino]-6-ethoxy-3-quinolinecarboxylate